4-(4-(1H-pyrazol-1-yl)benzyl)-N-((3R,4S)-3-hydroxytetrahydro-2H-pyran-4-yl)-5-methyl-6-(1-methyl-1H-pyrazol-3-yl)picolinamide N1(N=CC=C1)C1=CC=C(CC2=CC(=NC(=C2C)C2=NN(C=C2)C)C(=O)N[C@@H]2[C@H](COCC2)O)C=C1